FC(C=1C(=C(C=CC1)[C@@H](C)NC=1C=2C(N=C(N1)C)=C(C(N(C2)C2(CC2)CF)=O)N2C[C@@H]([C@@H](C2)F)F)F)F 4-(((R)-1-(3-(difluoromethyl)-2-fluorophenyl)ethyl)amino)-8-((3S,4R)-3,4-difluoropyrrolidin-1-yl)-6-(1-(fluoromethyl)cyclopropyl)-2-methylpyrido[4,3-d]pyrimidine-7(6H)-one